propylphenyl-diethoxysilane C(CC)[Si](OCC)(OCC)C1=CC=CC=C1